FC=1C=CC(=NC1)C=1OC2=C(C=C(C=C2C(C1)=O)C)C(C)NC1=C(C(=O)O)C=CC=C1 2-[1-[2-(5-Fluoro-2-pyridyl)-6-methyl-4-oxo-chromen-8-yl]ethylamino]benzoic acid